N-(diisostearyl)aminopropylamine C(CCCCCCCCCCCCCCC(C)C)N(NCCC)CCCCCCCCCCCCCCCC(C)C